BrC=1C=C2C(=NC1)CC(N2)=O 6-bromo-1,3-dihydropyrrolo[3,2-b]pyridin-2-one